FC1=C(N(C2=C1C(=NC(=C2)C2=CC=C(CN1CCN(CC1)CCC(C)(O)C)C=C2)C)C)C2=CC=C(C=C2)S(=O)(=O)C 4-(4-(4-(3-fluoro-1,4-dimethyl-2-(4-(methylsulfonyl)phenyl)-1H-pyrrolo[3,2-c]pyridin-6-yl)benzyl)piperazin-1-yl)-2-methylbutan-2-ol